(3-(4-(3,5-dimethylisoxazol-4-yl)benzyl)-1,2,3-oxadiazol-3-ium-5-yl)((3-(trifluoromethyl)phenyl)carbamoyl)amide CC1=NOC(=C1C1=CC=C(C[N+]2=NOC(=C2)[N-]C(NC2=CC(=CC=C2)C(F)(F)F)=O)C=C1)C